lauryl citraconate C(\C(\C)=C/C(=O)[O-])(=O)OCCCCCCCCCCCC